3-(4-Propoxyphenyl)-5-methyl-pyrazol-4-ol C(CC)OC1=CC=C(C=C1)C1=NNC(=C1O)C